platinum (II) Ruthenium (II) [Ru+2].[Pt+2]